Triethylmethyl-ammonium hydroxide [OH-].C(C)[N+](C)(CC)CC